tert-butyl 3-[4-[4-[[1-[(4-fluorophenyl)carbamoyl] cyclopropanecarbonyl] amino]phenoxy]-7-methoxyquinolin-6-yl]-3-hydroxyazetidine-1-carboxylate FC1=CC=C(C=C1)NC(=O)C1(CC1)C(=O)NC1=CC=C(OC2=CC=NC3=CC(=C(C=C23)C2(CN(C2)C(=O)OC(C)(C)C)O)OC)C=C1